P(=O)([O-])(F)F.[Na+].S(SN=C=O)N=C=O dithio isocyanate sodium difluorophosphate